C(C)N1C=C(C(C2=CC(=C(C=C12)N1CCNCC1)F)=O)C(C=CC1=CC(=C(C(=C1)OC)OC)OC)=O 1-ethyl-6-fluoro-7-piperazin-1-yl-3-(3,4,5-trimethoxycinnamoyl)-quinolin-4(1H)-one